(R,Z)-3,7-dimethylnon-6-en-1-ol C[C@@H](CCO)CC\C=C(/CC)\C